CC1=C(OC2=C(C=C(C=C2C1=O)C)[C@@H](C)OC1=C(C(=O)N)C=C(C=C1)F)C1=CC2=CN(N=C2C=C1)C 2-[(1R)-1-[3,6-Dimethyl-2-(2-methylindazol-5-yl)-4-oxo-chromen-8-yl]ethoxy]-5-fluoro-benzamide